(S)-5-oxo-4-((S)-2-(2-oxo-2-(quinolin-3-ylamino)acetamido)propanamido)-6-(2,3,5,6-tetrafluorophenoxy)hexanoic acid O=C([C@H](CCC(=O)O)NC([C@H](C)NC(C(NC=1C=NC2=CC=CC=C2C1)=O)=O)=O)COC1=C(C(=CC(=C1F)F)F)F